2-(Hydroxymethyl)-1-thia-3,7-diazaspiro[4.5]dec-2-ene-6,8-dione OCC=1SC2(CN1)C(NC(CC2)=O)=O